11-Tetradecen-1-ol C(CCCCCCCCCC=CCC)O